5-(benzyloxy)-4-(1,3-dioxolan-2-yl)picolinic acid C(C1=CC=CC=C1)OC=1C(=CC(=NC1)C(=O)O)C1OCCO1